N,N'-Bis(4-dimethylaminobenzyl)-1,2-ethanediamine CN(C1=CC=C(CNCCNCC2=CC=C(C=C2)N(C)C)C=C1)C